C1=C(C=CC2=CC=CC=C12)CN=C(C1=CC=CC=C1)C1=CC=CC=C1 N-(naphthalen-2-ylmethyl)-1,1-diphenylmethanimine